Tungsten Boride B#[W]